5-methoxy-N1,N1-Dimethylbenzene-1,2,4-triamine COC1=C(C=C(C(=C1)N(C)C)N)N